N-(3-bromophenyl)-7,8-difluoro-N-methyl-[1,2,4]triazolo[4,3-a]quinazolin-5-amine BrC=1C=C(C=CC1)N(C1=NC=2N(C3=CC(=C(C=C13)F)F)C=NN2)C